O1[C@H](COCC1)CN1N=C2C3=C(CC(C2=C1)C)OC(=C3C)C(=O)[O-] 2-{[(2S)-1,4-dioxan-2-yl] methyl}-4,8-dimethyl-4,5-dihydro-2H-furo[2,3-g]indazole-7-carboxylate